N-(3-(5-amino-4-carbamoyl-3-(4-phenoxyphenyl)-1H-pyrazol-1-yl)cyclopentyl)-N-methyl-1H-1,2,4-triazole-1-carboxamide NC1=C(C(=NN1C1CC(CC1)N(C(=O)N1N=CN=C1)C)C1=CC=C(C=C1)OC1=CC=CC=C1)C(N)=O